FC1=CC=C(CN2CCNCC2)C=C1 (4-fluorobenzyl)piperazine